3,7-dimethyl-nona-2,6-dienenitrile CC(=CC#N)CCC=C(CC)C